S1C(=NC2=C1C=CC=C2)NC(CCCCCCNC(C(C)C)=O)=O N-(benzo[d]thiazol-2-yl)-7-isobutyramido-heptanamide